CC1CS1 methyl-ethylene sulfide